BrCCCCCCCC(=O)OCCC(CCCCC)CCCCC 3-pentyloctyl 8-bromooctanoate